linoleyl tetracontanate C(CCCCCCCCCCCCCCCCCCCCCCCCCCCCCCCCCCCCCCC)(=O)OCCCCCCCC\C=C/C\C=C/CCCCC